ethyl 3-amino-1-(methoxymethyl)-1a,6b-dihydro-1H-cycloprop[b]benzofuran-6-carboxylate NC1=CC=C(C=2C3C(OC21)C3COC)C(=O)OCC